N[C@@H]1C(=O)OCC1 (S)-2-aminobutyrolactone